NCC1C(C2CCC1C2)CN [3-(aminomethyl)-2-bicyclo[2.2.1]heptyl]-methanamine